C(N)(=O)C1=NN(C2=CC=C(C=C12)C=1C=NNC1)CC(=O)O 2-(3-carbamoyl-5-(1H-pyrazol-4-yl)-1H-indazol-1-yl)acetic acid